OC1=C(C(=CC(=C1C(=O)NC)CCCCC)O)C1=CC(=CC=C1)C 2,6-dihydroxy-N,3'-dimethyl-4-pentyl-[1,1'-biphenyl]-3-carboxamide